CC(CC1CC(CCC1)(O)C)C 3-(2-methylpropyl)-1-methylcyclohexanol